2-(7-methoxy-1H-imidazo[4,5-c]pyridin-2-yl)acetonitrile COC=1C2=C(C=NC1)N=C(N2)CC#N